N-(3-(benzyl(ethyl)amino)-1-(2-(1,1-difluoroethyl)-6-methylpyrimidin-4-yl)-1H-pyrazolo[4,3-c]pyridin-6-yl)acetamide C(C1=CC=CC=C1)N(C1=NN(C2=C1C=NC(=C2)NC(C)=O)C2=NC(=NC(=C2)C)C(C)(F)F)CC